P(=O)([O-])(F)F.[NH4+] ammonium difluorophosphate salt